benzyl (2R,4R)-2-[[2-[(2,2-dimethyltetrahydropyran-4-yl)amino]-2-oxo-1-(3-pyridyl)ethyl]-[4-(pentafluoro-λ6-sulfanyl)phenyl]carbamoyl]-4-methoxy-pyrrolidine-1-carboxylate CC1(OCCC(C1)NC(C(C=1C=NC=CC1)N(C(=O)[C@@H]1N(C[C@@H](C1)OC)C(=O)OCC1=CC=CC=C1)C1=CC=C(C=C1)S(F)(F)(F)(F)F)=O)C